BrC(C)C1=CC(=C(C=C1)C=1N(C=C(N1)C(F)(F)F)CC)Cl 2-(4-(1-bromoethyl)-2-chlorophenyl)-1-ethyl-4-(trifluoromethyl)-1H-imidazole